trans-3-{[(5-Fluoropyridin-2-yl)oxy]methyl}-4-methyl-2-[2-methyl-5-(pyridin-2-yl)-1,3-thiazol-4-carbonyl]-2-azabicyclo[3.1.1]heptan FC=1C=CC(=NC1)OCC1N(C2CC(C1C)C2)C(=O)C=2N=C(SC2C2=NC=CC=C2)C